3-chloro-2-methyl-6-(methylsulfonyl)benzonitrile ClC=1C(=C(C#N)C(=CC1)S(=O)(=O)C)C